CC(C)(OC(=O)N[C@@H](CCCCNC(=O)OCC1=CC=CC=C1)C(=O)O)C N2-[(1,1-dimethylethoxy)carbonyl]-N6-[(phenylmethoxy)carbonyl]-L-lysine